Dispiro[5.1.5.1]Tetradecane-7,14-Dione C1CCCCC12C(C1(CCCCC1)C2=O)=O